methyl (S)-2-((2-(4-(N,N-bis(4-methoxybenzyl)sulfamoyl)-2,6-difluorophenyl)-7-methylimidazo[1,2-a]pyridin-3-yl) methyl)morpholine-4-carboxylate COC1=CC=C(CN(S(=O)(=O)C2=CC(=C(C(=C2)F)C=2N=C3N(C=CC(=C3)C)C2C[C@H]2CN(CCO2)C(=O)OC)F)CC2=CC=C(C=C2)OC)C=C1